tert-butyl N-[(tert-butoxy)carbonyl]-N-{4-chloro-6-[2-(propan-2-yl)phenyl]pyrimidin-2-yl}carbamate C(C)(C)(C)OC(=O)N(C(OC(C)(C)C)=O)C1=NC(=CC(=N1)Cl)C1=C(C=CC=C1)C(C)C